C(C)(=O)C=1C=CC2=C(N(C(C(N2C)=O)=O)C2CCN(CC2)C2=NC=C(C=N2)C#N)N1 2-(4-(6-acetyl-1-methyl-2,3-dioxo-2,3-dihydropyrido[2,3-b]pyrazin-4(1H)-yl)piperidin-1-yl)pyrimidine-5-carbonitrile